imidazole phosphate methylpropanesulfonate COS(=O)(=O)CCC.P(=O)(O)(O)O.N1C=NC=C1